C(N)(OC1=C(C=C(C=C1)CN1C2=NC(=NC=C2N(C1=O)C)C1=C(C=CC=C1)C(C)C)C(C)(C)C)=O (tert-butyl 4-((2-(2-isopropylphenyl)-7-methyl-8-oxo-7,8-dihydro-9H-purin-9-yl) methyl) phenyl) carbamate